3-fluoro-2-hydroxy-5-(2-(4-(pyrrolidin-1-yl)phenyl)thiazol-4-yl)benzaldehyde FC=1C(=C(C=O)C=C(C1)C=1N=C(SC1)C1=CC=C(C=C1)N1CCCC1)O